(3R)-4-{3-[(4-methoxyphenyl)methoxy]-7-[2-(trifluoromethyl)pyridin-3-yl]-[1,2]thiazolo[4,5-b]pyridin-5-yl}-3-methylmorpholine COC1=CC=C(C=C1)COC1=NSC=2C1=NC(=CC2C=2C(=NC=CC2)C(F)(F)F)N2[C@@H](COCC2)C